C(CCCCCCC\C=C/C\C=C/CCCCC)(=O)NC1(CC1)C(=O)O N-linoleoyl-1-amino-cyclopropyl-carboxylic acid